COC=1C=C(C=CC1[N+](=O)[O-])B1OC(C)(C)C(C)(C)O1 3-Methoxy-4-nitrophenylboronic acid pinacol ester